9-(4-(tert-butyl)phenyl)-10-phenylanthracene C(C)(C)(C)C1=CC=C(C=C1)C=1C2=CC=CC=C2C(=C2C=CC=CC12)C1=CC=CC=C1